1-(4-bromophenyl)-2-(piperidin-1-yl)ethane-1,2-dione BrC1=CC=C(C=C1)C(C(=O)N1CCCCC1)=O